(S)-N-(1-(7,8-difluoro-1-oxo-1,2-dihydroisoquinolin-4-yl)ethyl)-3-fluoro-N-isobutyl-4-(trifluoromethyl)benzamide FC1=CC=C2C(=CNC(C2=C1F)=O)[C@H](C)N(C(C1=CC(=C(C=C1)C(F)(F)F)F)=O)CC(C)C